OC1(C2CN(C(C1)C2)C(=O)OC(C)(C)C)C2=NC(=CC=C2)OC tert-butyl 5-hydroxy-5-(6-methoxypyridin-2-yl)-2-azabicyclo[2.2.1]heptane-2-carboxylate